1,4-diphenyl-3-(2-pyridyl)-2-(3-thienylmethylene)pyrrole C1(=CC=CC=C1)N1C(C(C(=C1)C1=CC=CC=C1)C1=NC=CC=C1)=CC1=CSC=C1